2,6-dimethoxy-4-[7-[(1-methyl-3-piperidyl)oxy]imidazo[1,2-a]pyridin-3-yl]-N-(2,2,2-trifluoroethyl)benzamide COC1=C(C(=O)NCC(F)(F)F)C(=CC(=C1)C1=CN=C2N1C=CC(=C2)OC2CN(CCC2)C)OC